NC1=C2C(=NC=N1)N(N=C2C=2C(=NC(=CC2)OC2=C(C(=CC=C2)F)F)F)[C@H]2CN(CCC2)C(=O)C(C#N)=CC2CC2 (R)-2-(3-(4-amino-3-(6-(2,3-difluorophenoxy)-2-fluoropyridin-3-yl)-1H-pyrazolo[3,4-d]pyrimidin-1-yl)piperidine-1-carbonyl)-3-cyclopropylacrylonitrile